N-(2-((1-(2-(((1H-pyrrolo[3,2-c]pyridin-2-yl)methyl)amino)-2-oxoethyl)-6-oxo-2-phenyl-1,6-dihydropyrimidin-5-yl)amino)ethyl)dibenzo[b,d]furan-2-carboxamide N1C(=CC=2C=NC=CC21)CNC(CN2C(=NC=C(C2=O)NCCNC(=O)C2=CC1=C(OC3=C1C=CC=C3)C=C2)C2=CC=CC=C2)=O